6-(tert-butyl) 5-methyl 8-allyl-2-benzyl-2,6-diazabicyclo[3.2.1]octane-5,6-dicarboxylate C(C=C)C1C2N(CCC1(N(C2)C(=O)OC(C)(C)C)C(=O)OC)CC2=CC=CC=C2